methyl (E)-4-[2-[2-[2-[2-[2-[2-[2-[bis(tert-butoxycarbonyl)amino]ethoxy]ethoxy] ethoxy]ethoxy]ethoxy]ethoxy]ethyl-methylamino]but-2-enoate C(C)(C)(C)OC(=O)N(CCOCCOCCOCCOCCOCCOCCN(C/C=C/C(=O)OC)C)C(=O)OC(C)(C)C